(citric acid) citrate C(CC(O)(C(=O)O)CC(=O)O)(=O)O.C(CC(O)(C(=O)O)CC(=O)O)(=O)O